6-bromo-3,4-dihydroquinoline-1(2H)-carboxylic acid methyl ester COC(=O)N1CCCC2=CC(=CC=C12)Br